Cl.N1CCC(CC1)OCC(=O)OCC ethyl 2-(piperidin-4-yloxy)acetate, hydrochloride